[O-2].[V+5].[O-2].[O-2].[O-2].[O-2].[V+5] Vanadium oxid